2-(4-Chlorophenyl)-3-(1-(3,4-dichlorobenzyl)-1H-1,2,3-triazol-4-yl)imidazo[1,2-b]pyridazin ClC1=CC=C(C=C1)C=1N=C2N(N=CC=C2)C1C=1N=NN(C1)CC1=CC(=C(C=C1)Cl)Cl